BrC1=CC=C(C=C1)[C@@H](C(F)(F)F)N(C(=O)C1CN(CC1)C(=O)OC(C)(C)C)C tert-butyl 3-(((S)-1-(4-bromophenyl)-2,2,2-trifluoroethyl)(methyl)carbamoyl)pyrrolidine-1-carboxylate